C1(=CC(=CC=C1)C1=NOC(=N1)[C@H](C)N)C (1S)-1-[3-(m-tolyl)-1,2,4-oxadiazol-5-yl]Ethylamine